2-(4-bromophenyl)-5-tert-butyl-1,3,4-oxadiazole BrC1=CC=C(C=C1)C=1OC(=NN1)C(C)(C)C